(4-fluorophenyl)cyclopropanol FC1=CC=C(C=C1)C1(CC1)O